C1(=CC=C(C=C1)SC=1SC2=C(N1)C=CC=C2)C 2-(p-tolylthio)benzo[d]thiazole